ethyl 2-methyl-3-(2-(((methylsulfonyl)oxy)methyl)-1-(((S)-oxetan-2-yl)methyl)-1H-imidazol-5-yl)propanoate CC(C(=O)OCC)CC1=CN=C(N1C[C@H]1OCC1)COS(=O)(=O)C